N-(Furan-2-ylmethyl)-1H-indole-1-carboxamide O1C(=CC=C1)CNC(=O)N1C=CC2=CC=CC=C12